C(C)(C)C1=C(NC2=C1N=C(N=C2)C2CCN(CC2)CC(=O)NC)C=2C=C(C=1N(C2)N=CN1)OC 2-(4-(7-isopropyl-6-(8-methoxy-[1,2,4]triazolo[1,5-a]pyridin-6-yl)-5H-pyrrolo[3,2-d]pyrimidin-2-yl)piperidin-1-yl)-N-methylacetamide